Pyrrole-5-Carboxylic acid tert-butyl ester C(C)(C)(C)OC(=O)C1=CC=CN1